(S)-7-((R)-tert-butylsulfinamido)-5,7-dihydrospiro[cyclopenta[b]pyridine-6,4'-piperidine]-1'-carboxylic acid tert-butyl ester C(C)(C)(C)OC(=O)N1CCC2(CC1)CC=1C(=NC=CC1)[C@H]2N[S@](=O)C(C)(C)C